C(C)(C)(C)N(C(O)=O)CCOCCOCCCO[Si](C(C)(C)C)(C)C.FC=1C=C(C=CC1)CC(=O)NC1=CC(=C(C=C1)N1N=CC(=C1)C(F)(F)F)S(N)(=O)=O 2-(3-fluorophenyl)-N-{3-sulfamoyl-4-[4-(trifluoromethyl)-1H-pyrazol-1-yl]phenyl}acetamide tert-Butyl-(2,2,3,3-tetramethyl-4,8,11-trioxa-3-silatridecan-13-yl)carbamate